ClC=1C=C(C=CC1)C1=NSC(=N1)C=1C=CC(N(N1)CC=1C=NC=C(C1)F)=O 6-(3-(3-chlorophenyl)-1,2,4-thiadiazol-5-yl)-2-((5-fluoro-pyridin-3-yl)methyl)pyridazin-3(2H)-one